2-(6-bromo-1-oxospiro[3H-isoquinoline-4,1'-cyclopropan]-2-yl)-N-(5-cyano-4-methylpyrimidin-2-yl)acetamide BrC=1C=C2C(=CC1)C(N(CC21CC1)CC(=O)NC1=NC=C(C(=N1)C)C#N)=O